2-{[6-(furan-2-yl)-5-(trifluoromethyl)pyridin-2-yl]methyl}-3-oxobutanenitrile O1C(=CC=C1)C1=C(C=CC(=N1)CC(C#N)C(C)=O)C(F)(F)F